4-(4-Methylbenzoylamino)-5-(p-toluenesulfonyl)thiophene-2-carboxylic acid CC1=CC=C(C(=O)NC=2C=C(SC2S(=O)(=O)C2=CC=C(C)C=C2)C(=O)O)C=C1